6-chloro-3-methylisobenzofuran-1(3H)-one ClC1=CC=C2C(OC(C2=C1)=O)C